C(\C=C/C(=O)[O-])(=O)OC1CC(CCC1C(C)C)C monomenthyl maleate